C(#N)C1=CC=CC(=N1)NC(=O)NC=1C=CC2=C(S(C=C2)(=O)=O)C1 1-(6-cyanopyridin-2-yl)-3-(1,1-dioxidobenzo[b]thiophen-6-yl)urea